C(C)(C)(C)OC(=O)N1CCCC1.COC1=C(C(=O)C2N(CCC2)C(=O)OC(C)(C)C)C=CC=N1 tert-Butyl 2-(2-methoxynicotinoyl)pyrrolidine-1-carboxylate tert-Butyl-pyrrolidine-1-carboxylate